COC(=O)C1(CCC(CC1)C)C trans-1,4-dimethyl-cyclohexanecarboxylic acid methyl ester